(R)-N-((2-chlorothiazol-4-yl)methylene)-2-methylpropane-2-sulfinamide ClC=1SC=C(N1)C=N[S@](=O)C(C)(C)C